ClC=1C=C(C=CC1)C1=C(C(=CC=C1)C[C@@H]1N(C[C@@H]([C@@H]1NS(=O)(=O)C)F)C(C(C)(C)O)=O)F N-[(2S,3R,4S)-2-[(3'-chloro-2-fluoro[1,1'-biphenyl]-3-yl)methyl]-4-fluoro-1-(2-hydroxy-2-methylpropanoyl)pyrrolidin-3-yl]methanesulfonamide